C(#N)C=1C=CC(=C(C1)C1=CC(=NC=C1C(=O)NC=1SC2=NC(=CC=C2N1)C1=CC=C(C(=O)O)C=C1)C)OC 4-(2-(4-(5-cyano-2-methoxyphenyl)-6-methylnicotinamido)thiazolo[5,4-b]pyridin-5-yl)benzoic acid